N1(CCNCC1)C=1N(C2=CC=CC=C2C1C=O)C1=CC=C(C=C1)OC 2-(piperazin-1-yl)-1-(4-methoxyphenyl)-1H-indole-3-carboxaldehyde